2-Ethynyl-N-(4-nitrophenylethyl)thiazole-4-carboxamide C(#C)C=1SC=C(N1)C(=O)NCCC1=CC=C(C=C1)[N+](=O)[O-]